(6R)-2-(7-(2,4-difluoro-6-isopropoxyphenyl)-4-hydroxythieno[3,2-c]pyridin-6-yl)-6-methyl-6,7-dihydropyrazolo[1,5-a]pyrazine-5(4H)-carboxylic acid tert-butyl ester C(C)(C)(C)OC(=O)N1CC=2N(C[C@H]1C)N=C(C2)C2=C(C1=C(C(=N2)O)C=CS1)C1=C(C=C(C=C1OC(C)C)F)F